(R)-3-(4-(3H-[1,2,3]triazolo[4,5-b]pyridin-3-yl)-N-(6-bromoisoquinolin-1-yl)-2-fluorobenzamido)piperidine-1-carboxylate N1=NN(C2=NC=CC=C21)C2=CC(=C(C(=O)N(C1=NC=CC3=CC(=CC=C13)Br)[C@H]1CN(CCC1)C(=O)[O-])C=C2)F